methyl 2-(4-methoxy-4-oxobutyramido)-5-methoxybenzoate COC(CCC(=O)NC1=C(C(=O)OC)C=C(C=C1)OC)=O